4-[5-acetyl-3-[7-(difluoromethyl)-6-(1-methylpyrazol-4-yl)-3,4-dihydro-2H-quinolin-1-yl]-6,7-dihydro-4H-pyrazolo[4,3-c]pyridin-1-yl]piperidine-1-carboxylate C(C)(=O)N1CC2=C(CC1)N(N=C2N2CCCC1=CC(=C(C=C21)C(F)F)C=2C=NN(C2)C)C2CCN(CC2)C(=O)[O-]